2'-(2-morpholinopyrimidin-5-yl)-6',8'-dihydro-2H-spiro[benzofuran-3,9'-pyrido[3',2':4,5]imidazo[2,1-c][1,4]oxazine] O1CCN(CC1)C1=NC=C(C=N1)C=1C=CC=2N=C3COCC4(N3C2N1)COC1=C4C=CC=C1